NC1CCC(CC1)OC1=CC(=C(C#N)C=C1)Cl 4-(4-aminocyclohexoxy)-2-chloro-benzonitrile